4-((4-bromophenyl)thio)-3-methoxybenzonitrile BrC1=CC=C(C=C1)SC1=C(C=C(C#N)C=C1)OC